COCC1CN(C1)C(=O)C=1C=CC(=NC1)NC1=C2C(=NC(=C1)OC=1C(=CC(=NC1)C#N)C)N(C=N2)C 5-[7-[[5-[3-(methoxymethyl)azetidine-1-carbonyl]-2-pyridinyl]amino]-3-methyl-imidazo[4,5-b]pyridin-5-yl]oxy-4-methyl-pyridine-2-carbonitrile